CC=1SC2=C(N1)C=CC(=C2)/C=C/C(=O)N2CCOCC2 (E)-3-(2-methylbenzo[d]thiazol-6-yl)-1-morpholinoprop-2-en-1-one